C(=O)C1=C(C=CC=C1)C=1C=C(SC1)[C@@H](C)NC1=NC(=NC2=CC(=C(C=C12)C1CCC(CC1)C(=O)[O-])OC)C (1R,4R)-4-(4-(((R)-1-(4-(2-formylphenyl)thiophen-2-yl)ethyl)amino)-7-methoxy-2-Methylquinazolin-6-yl)cyclohexane-1-carboxylate